CC=1C(C2=C(C=CC=C2C(C1)=O)C)=O 2,8-dimethyl-1,4-dihydronaphthalene-1,4-dione